CN1C(C1)S(=O)(=O)NCC(=O)O ((1-methylaziridin-2-yl)sulfonyl)glycine